(oxybis(ethylenenitrilo))tetraacetic acid O(CCN(CC(=O)O)CC(=O)O)CCN(CC(=O)O)CC(=O)O